[N+](=O)([O-])C(=CCC=CCC=CCC=CCCC(=O)O)CC=CCC=CCC 14-nitro-4,7,10,13,16,19-docosahexaenoic acid